C(#N)C=1C=NN2C1C(=CC(=C2)C=2C=NN(C2)C)C=2N=CC(=NC2)N2C[C@@H]1[C@H](C2)CC(C1)(C)NC(C1=CC(=NC=C1)C(F)(F)F)=O N-((3aR,5s,6aS)-2-(5-(3-cyano-6-(1-methyl-1H-pyrazol-4-yl)pyrazolo[1,5-a]pyridin-4-yl)pyrazin-2-yl)-5-methyloctahydrocyclopenta[c]pyrrol-5-yl)-2-(trifluoromethyl)isonicotinamide